O(C1=CC=CC=C1)C1=CC(=C(C(=O)C2=CNC3=NC=CC(=C32)NC3CCC(CC3)C(=O)O)C=C1)C(F)(F)F (1s,4s)-4-((3-(4-phenoxy-2-(trifluoromethyl)benzoyl)-1H-pyrrolo[2,3-b]pyridin-4-yl)amino)cyclohexane-1-carboxylic acid